1-[(2R)-1-(2-hydroxycyclopropyl)propan-2-yl]-3a,6,6,9a,11a-Pentamethyl-2,3,3a,4,5,5a,6,7,8,9,9a,10,11,11a-tetradecahydro-1H-cyclopenta[1,2-a]phenanthrene OC1C(C1)C[C@@H](C)C1CCC2(C1(CCC=1C3(CCCC(C3CCC21)(C)C)C)C)C